COC1=CC=CC=2C(=N[C@@H](C(NC21)=O)NC([C@@H]([C@@H](C(=O)N)CCC(F)(F)F)CCC(F)(F)F)=O)C2=NC=C(C=C2)C(F)(F)F (2R,3S)-N-((3S)-9-methoxy-2-oxo-5-(5-(trifluoromethyl)-2-pyridinyl)-2,3-dihydro-1H-1,4-benzodiazepin-3-yl)-2,3-bis(3,3,3-trifluoropropyl)succinamide